4-(3-isoquinolylmethyl)pyrazolo[1,5-a]pyridine-3-carboxylic acid C1=NC(=CC2=CC=CC=C12)CC=1C=2N(C=CC1)N=CC2C(=O)O